2-amino-6-borono-2-(3-((3R)-3-methoxytetrahydro-2H-pyran-4-ylamino)-propyl)hexanoic acid NC(C(=O)O)(CCCCB(O)O)CCCNC1[C@H](COCC1)OC